benzyl 4-[7-(3-benzyloxy-1-naphthyl)-2-methylsulfanyl-6,8-dihydro-5H-pyrido[3,4-d]pyrimidin-4-yl]piperazine-1-carboxylate C(C1=CC=CC=C1)OC=1C=C(C2=CC=CC=C2C1)N1CC=2N=C(N=C(C2CC1)N1CCN(CC1)C(=O)OCC1=CC=CC=C1)SC